N1(CCNCCC1)C1=CC=C(C=C1)C=1C=C(C2=CNN=C2C1Cl)Cl 6-(4-(1,4-diazepan-1-yl)phenyl)-4,7-dichloro-2H-indazole